6-(2-([1,1'-biphenyl]-4-yloxy)acetyl)-2-(1-(3-chlorophenyl)cyclopropyl)-3,5,6,7,8,9-hexahydro-4H-pyrimido[5,4-c]azepin-4-one C1(=CC=C(C=C1)OCC(=O)N1CC2=C(CCC1)N=C(NC2=O)C2(CC2)C2=CC(=CC=C2)Cl)C2=CC=CC=C2